[3,8]phenanthroline-5,6-dione C1=CN=CC=2C(C(C3=CN=CC=C3C12)=O)=O